(R)-2-(2-aminopyrimidin-5-yl)-5-(3-hydroxy-2,6-dimethylphenyl)-3-methyl-1H-pyrrolo[2,3-b]pyridine-4-carbonitrile NC1=NC=C(C=N1)C1=C(C2=C(N=CC(=C2C#N)C2=C(C(=CC=C2C)O)C)N1)C